(R)-5-((1H-1,2,3-triazol-1-yl)methyl)-3-(3,5-difluoro-4-(1,4-thiazepan-4-yl)phenyl)oxazolidin-2-one Ammonium behenat C(CCCCCCCCCCCCCCCCCCCCC)(=O)[O-].[NH4+].N1(N=NC=C1)C[C@H]1CN(C(O1)=O)C1=CC(=C(C(=C1)F)N1CCSCCC1)F